Cl.Cl.ClC=1C(=NC2=CC=C(C=C2C1)C1=NOC(=N1)CCN)N1CCNCC1 2-[3-(3-chloro-2-piperazin-1-yl-6-quinolinyl)-1,2,4-oxadiazol-5-yl]ethanamine dihydrochloride